OC1=C(C=C(C=C2C(NC(NC2=O)=S)=O)C=C1C(C)C)C(C)C 5-(4-Hydroxy-3,5-diisopropylbenzylidene)-2-thioxodihydropyrimidine-4,6(1H,5H)-dione